CS(=O)(=O)OC1CC2(CN(C2)C(=O)[O-])C1 6-methylsulfonyloxy-2-azaspiro[3.3]heptane-2-carboxylate